COCCN1C[C@@H]([C@H](CC1)NC(=O)C1=CC(=CC=2N(C=NC21)CC(F)(F)F)C#CCNC=2C(OC)=CC(=C(C2)S(=O)(=O)C)F)C N-[(3S,4S)-1-(2-methoxyethyl)-3-methyl-4-piperidyl]-6-[3-(5-fluoro-4-mesyl-2-anisidino)-1-propynyl]-1-(2,2,2-trifluoroethyl)-1H-1,3-benzimidazole-4-carboxamide